[Co](Cl)Cl Cobaltous Chloride